ethyl 3-(2-(3-(((S)-1-((2S,4R)-4-hydroxy-2-((4-(4-methylthiazol-5-yl)benzyl)carbamoyl)pyrrolidin-1-yl)-3,3-dimethyl-1-oxobutan-2-yl)amino)-3-oxopropoxy)ethoxy)propanoate O[C@@H]1C[C@H](N(C1)C([C@H](C(C)(C)C)NC(CCOCCOCCC(=O)OCC)=O)=O)C(NCC1=CC=C(C=C1)C1=C(N=CS1)C)=O